C1(CCCCCC1)C[SiH](OC)OC cycloheptylmethyl-dimethoxysilane